C(C)OCOC1=C(C(=CC(=C1)C(F)(F)F)C)C=1C=2N(C(=NN1)NC1CN(CCC1)C)N=CC2 4-(2-(ethoxymethoxy)-6-methyl-4-(trifluoromethyl)phenyl)-N-(1-methylpiperidin-3-yl)pyrazolo[1,5-d][1,2,4]triazin-7-amine